FC=1C=CC(=C(C1)S(=O)(=O)NCC1=C2C=CNC2=CC=C1)C 5-fluoro-N-(1H-indol-4-ylmethyl)-2-methylbenzenesulfonamide